tert-butyldimethyl((2-((4,4,5,5-tetramethyl-1,3,2-dioxaborolan-2-yl)methyl)allyl)oxy)silane C(C)(C)(C)[Si](OCC(=C)CB1OC(C(O1)(C)C)(C)C)(C)C